6-(4-chloro-Phenyl)-2-naphthalen-2-yl-benzoxazole ClC1=CC=C(C=C1)C1=CC2=C(N=C(O2)C2=CC3=CC=CC=C3C=C2)C=C1